(S)-N6-(2-(1-(2,3-dichlorophenyl)piperidin-4-yl)ethyl)-N6-propyl-4,5,6,7-tetrahydrobenzo[d]thiazole-2,6-diamine hydrochloride salt Cl.ClC1=C(C=CC=C1Cl)N1CCC(CC1)CCN([C@@H]1CC2=C(N=C(S2)N)CC1)CCC